2-(3,4-dichlorophenyl)-1-ethyl-6-[[5-(2-methoxyethoxy)-3-methyl-pyrazol-1-yl]methyl]-4-oxo-pyridine-3-carboxylic acid ClC=1C=C(C=CC1Cl)C=1N(C(=CC(C1C(=O)O)=O)CN1N=C(C=C1OCCOC)C)CC